thieno[3,2-c]pyridine-6-carboxylic acid methyl ester COC(=O)C1=CC2=C(C=N1)C=CS2